CN1C(C=C(C2=C1N(C(N(C2=O)C2=CC=CC=C2)=O)C2=CC=CC=C2)N2CCCCC2)=O 8-methyl-1,3-diphenyl-5-piperidinyl-1,2,3,4,7,8-hexahydropyrido[2,3-d]pyrimidine-2,4,7-trione